4-(4-(4-(tert-Butyl)phenoxy)piperidin-1-yl)-6-chloro-1-methyl-2-oxo-1,2-dihydro-1,5-naphthyridin-3-carbonitril C(C)(C)(C)C1=CC=C(OC2CCN(CC2)C2=C(C(N(C3=CC=C(N=C23)Cl)C)=O)C#N)C=C1